4-(((3S,4R)-1-((4-bromo-1-methyl-1H-pyrazol-5-yl)sulfonyl)-4-hydroxy-4-(hydroxymethyl)pyrrolidin-3-yl)oxy)-2-fluorobenzonitrile BrC=1C=NN(C1S(=O)(=O)N1C[C@@H]([C@@](C1)(CO)O)OC1=CC(=C(C#N)C=C1)F)C